C(C1=CC=CC=C1)[C@H](C(=O)NC=1C(=NC2=C(C=CC=C2C1)F)C)CC(=C)Cl (2S)-2-benzyl-4-chloro-N-(8-fluoro-2-methyl-3-quinolyl)pent-4-enamide